2-(piperidin-4-yl)phthalazin-1-one N1CCC(CC1)N1C(C2=CC=CC=C2C=N1)=O